FC1(CCN(CC1)C1=NC2=CC(=C(C=C2C(=N1)NC1=NN=NN1)OC)OCCCN1CCCC1)F 2-(4,4-difluoropiperidin-1-yl)-6-methoxy-7-(3-(pyrrolidin-1-yl)propoxy)-N-(1H-tetrazol-5-yl)quinazolin-4-amine